8-(2,3-difluorophenyl)-6-fluoro-3,4-dihydrobenzo[e][1,2,3]oxathiazine 2,2-dioxide FC1=C(C=CC=C1F)C1=CC(=CC=2CNS(OC21)(=O)=O)F